N-(1-(7-hydroxy-1,2,3,4-tetrahydroquinolin-5-yl)cyclopropyl)-2-methyl-5-((1-methylazetidin-2-yl)methoxy)benzamide OC1=CC(=C2CCCNC2=C1)C1(CC1)NC(C1=C(C=CC(=C1)OCC1N(CC1)C)C)=O